4-({3-chloro-4-[(1-methylcyclopropyl)carbamoyl]pyridin-2-yl}amino)-3-cyclopropylbenzoic acid ClC=1C(=NC=CC1C(NC1(CC1)C)=O)NC1=C(C=C(C(=O)O)C=C1)C1CC1